3-(6-amino-1H-benzo[d]imidazol-1-yl)propionic acid NC=1C=CC2=C(N(C=N2)CCC(=O)O)C1